C(C1=CC=CC=C1)S.[Br] bromine benzyl mercaptan